4-(((trans)-4-(4-(piperidin-1-yl)phenyl)cyclohexyl)oxy)-1H-1,2,3-triazole-5-carboxylic acid N1(CCCCC1)C1=CC=C(C=C1)[C@@H]1CC[C@H](CC1)OC=1N=NNC1C(=O)O